N-(7-fluoro-2,3-dimethyl-1,3-benzodiazol-5-yl)-2-methyl-4-(piperazin-1-yl)indazole-7-carboxamide FC1=CC(=CC2=C1N=C(N2C)C)NC(=O)C2=CC=C(C1=CN(N=C21)C)N2CCNCC2